[Cl-].C(C=CC)[Zn+] but-2-en-1-yl-zinc (II) chloride